OC1=CC=C(C=C1)C1CCC(CC1)(C1=CC(=C(C(=C1)C)O)C)C1=CC(=C(C(=C1)C)O)C 4,4'-[4-(4-hydroxyphenyl)cyclohexylidene]bis(2,6-dimethylphenol)